C(C)(=O)NC(C(=O)OC)C(C)(C)SSC(=O)OCC1=CC=CC=C1 Methyl 2-acetamido-3-(((benzyloxy)carbonyl)disulfaneyl)-3-methylbutanoate